COC=O.ClC1=CC=CC(=C1)F 2-chloro-4-fluorobenzene Methyl-formate